2,4,6-trihydroxy-1,3,5-Benzenetricarbaldehyde OC1=C(C(=C(C(=C1C=O)O)C=O)O)C=O